NC1=NC=CC=C1C1=NC=2C(=NC(=CC2)C2=CC=CC=C2)N1C1=CC=C(CNC2=NC=CC(=C2)C2=CC(=C(C=O)C=C2)O)C=C1 4-(2-((4-(2-(2-aminopyridin-3-yl)-5-phenyl-3H-imidazo[4,5-b]pyridin-3-yl)benzyl)amino)pyridin-4-yl)-2-hydroxybenzaldehyde